(S)-4-methoxy-2-((2-methylenetetrahydro-1H-pyrrolizin-7a(5H)-yl)methoxy)-5,6,7,8-tetrahydropyrido[3,4-d]pyrimidine COC=1C2=C(N=C(N1)OC[C@]13CCCN3CC(C1)=C)CNCC2